O1C(NC2=C1C=CC(=C2)NC2=NC(=NC=C2C)NC=2C=NC(=CC2)N(C)C)=O N4-(benzo[d]oxazol-2(3H)-on-5-yl)-N2-(6-dimethylaminopyridin-3-yl)-5-methylpyrimidine-2,4-diamine